1,2-DIFLUOROETHYLENE FC=CF